[NH-]CCC1=CNC=N1 HistamineID